3-Isopropyl-N-[1-[[(2S)-morpholin-2-yl]methyl]-4-piperidinyl]-6-(trifluoromethyl)imidazo[1,2-a]pyridin-8-amine C(C)(C)C1=CN=C2N1C=C(C=C2NC2CCN(CC2)C[C@@H]2CNCCO2)C(F)(F)F